6-[2-(2,2-dimethylpropyl)tetrazol-5-yl]-5-methoxy-pyridine-3-carboxylic acid CC(CN1N=C(N=N1)C1=C(C=C(C=N1)C(=O)O)OC)(C)C